C(C)(C)(C)OC(=O)NCCCN N-(t-butoxycarbonyl)-1,3-diaminopropane